2-(benzo[d]oxazol-2-ylamino)-4-(3-bromopyridin-4-yl)-6-methyl-N-((1-methyl-1H-imidazol-4-yl)methyl)-1,4-dihydropyrimidine-5-carboxamide O1C(=NC2=C1C=CC=C2)NC=2NC(=C(C(N2)C2=C(C=NC=C2)Br)C(=O)NCC=2N=CN(C2)C)C